NC(CCC1CC1)(C1=CC=NC=C1)C=1C=CC(=C(C1)NC(=O)[C@@H]1NC[C@](C1)(C(F)(F)F)OC)F (2R,4R)-N-(5-(1-amino-3-cyclopropyl-1-(pyridin-4-yl)propyl)-2-fluorophenyl)-4-methoxy-4-(trifluoromethyl)pyrrolidine-2-carboxamide